diphenyl-(p-toluenesulfonyl)phosphine C1(=CC=CC=C1)P(S(=O)(=O)C1=CC=C(C)C=C1)C1=CC=CC=C1